C(C)(=O)C1=CC=C(C(=C1OCCCC(=O)O)CCC)OCCCSC1=C(C(=C(C=C1)C(C)=O)O)CCC 4-[6-acetyl-3-[3-(4-acetyl-3-hydroxy-2-propylphenylthio)propoxy]-2-propylphenoxy]-butyric acid